N,N-Bis(2-Palmitoyloxyethyl)-2-hydroxyethyl-methylammonium methylsulfat COS(=O)(=O)[O-].C(CCCCCCCCCCCCCCC)(=O)OCC[N+](CCOC(CCCCCCCCCCCCCCC)=O)(C)CCO